F[C@@H]1C[C@@]2(CCCN2C1)COC=1N=C(C2=C(N1)CN(CC2)C2=CC(=CC1=CC=CC=C21)O)N2CCOCCC2 4-(2-(((2R,7aS)-2-fluoro-tetrahydro-1H-pyrrolizin-7a(5H)-yl)methoxy)-4-(1,4-oxazepan-4-yl)-5,8-dihydro-pyrido[3,4-d]pyrimidin-7(6H)-yl)naphthalen-2-ol